COC=1C=C(C=CC1OC)C=1N=C2N(C=C(C=C2C)C2CC3CCC(C2)N3C3CCN(CC3)C(C)C)C1 2-(3,4-dimethoxyphenyl)-6-(8-(1-isopropylpiperidin-4-yl)-8-azabicyclo[3.2.1]oct-3-yl)-8-methylimidazo[1,2-a]pyridine